Octadecanoyl-CoA C(CCCCCCCCCCCCCCCCC)(=O)SCCNC(CCNC([C@@H](C(COP(OP(OC[C@@H]1[C@H]([C@H]([C@@H](O1)N1C=NC=2C(N)=NC=NC12)O)OP(=O)(O)O)(=O)O)(=O)O)(C)C)O)=O)=O